(2-(benzo[c][1,2,5]oxadiazol-4-ylmethoxy)-4-((2-methyl-[1,1'-biphenyl]-3-yl)methoxy)benzyl)-D-serine ethyl ester hydrochloride Cl.C(C)OC([C@H](NCC1=C(C=C(C=C1)OCC=1C(=C(C=CC1)C1=CC=CC=C1)C)OCC1=CC=CC2=NON=C21)CO)=O